CN1C(=NC2=C1C=C(C=C2)N2C(N(C1=NC(=NC(=C1C2)C)NCC(F)(F)F)C2=CC=C(C=C2)OC([2H])([2H])[2H])=O)C 3-(1,2-dimethyl-1H-benzo[d]imidazol-6-yl)-1-(4-(methoxy-d3)phenyl)-5-methyl-7-((2,2,2-trifluoroethyl)amino)-3,4-dihydropyrimido[4,5-d]pyrimidin-2(1H)-one